C(C1=CC=CC=C1)(=O)ON=NC1=CC=C(C=C1)OCCCCCCl ((4-(5-chloropentyloxy) phenyl) diazenyl) benzoate